ClC=1C=CC(=C(C1)C1=C2C(=NC(=C1)C#N)C(=CS2)C(=O)OC)OCCN2C(=NC1=CC(=CC(=C1C2=O)C#N)C(F)(F)F)C methyl 7-(5-chloro-2-(2-(5-cyano-2-methyl-4-oxo-7-(trifluoromethyl) quinazolin-3(4H)-yl) ethoxy) phenyl)-5-cyanothieno[3,2-b]pyridine-3-carboxylate